CC=1N=C(SC1C(=O)OCC)NC1=NC(=CC(=N1)N1CCN(CC1)C)N(CC=1C=NC=CC1)C 4-Methyl-2-[[4-(4-methyl-1-piperazinyl)-6-[methyl(3-pyridinylmethyl)amino]-2-pyrimidinyl]amino]-5-thiazolecarboxylic acid, ethyl ester